4-chloro-5-(5-cyclopropoxypyrimidin-2-yl)-7-methyl-7H-pyrrolo[2,3-d]pyrimidine ClC=1C2=C(N=CN1)N(C=C2C2=NC=C(C=N2)OC2CC2)C